OCCOCCOCCCC(\C(\C#N)=C(/C(F)(F)F)\C1=CC2=CC=C(C=C2C=C1)N1CCCCC1)=O (Z)-6-(2-(2-hydroxyethoxy)ethoxy)-3-oxo-2-(2,2,2-trifluoro-1-(6-(piperidin-1-yl)naphthalen-2-yl)ethylidene)hexanenitrile